BrC=1C=C(C=CC1C#N)NC(=O)N1C2CCC1CC=1N=CN=CC12 (±)-N-(3-bromo-4-cyanophenyl)-6,7,8,9-tetrahydro-5H-5,8-epiminocyclohepta[d]pyrimidine-10-carboxamide